C(C)(C)OC(=O)N1CCN(CC1)C1=NC=2N(C=C1)N=CC2C2=C(C=CC=C2)OCCOC 4-(3-(2-(2-methoxyethoxy)phenyl)pyrazolo[1,5-a]pyrimidin-5-yl)piperazine-1-carboxylic acid isopropyl ester